F[C@@H]([C@H](C)NC(O[C@H]1C[C@H](CC1)C1=CC(=NN1)NC(CC=1OC(=CN1)C)=O)=O)C (1R,3S)-3-(3-{[(5-methyl-1,3-oxazol-2-yl)acetyl]amino}-1H-pyrazol-5-yl)cyclopentyl [(2S,3R)-3-fluorobutan-2-yl]carbamate